(2S,4R)-4-[2-(2-hydroxyethoxy)ethoxy]-N,N-dimethylpyrrolidine-2-carbothioamide hydrochloride Cl.OCCOCCO[C@@H]1C[C@H](NC1)C(N(C)C)=S